ethyl-4-((3-amino-1H-pyrazol-1-yl)methyl)benzoate C(C)OC(C1=CC=C(C=C1)CN1N=C(C=C1)N)=O